C([C@H]1[C@@H](C)O1)(=O)O (2r,3r)-2,3-epoxybutyric acid